(S)-ethyl 2-(2-(6-(3-(1-(tert-butoxycarbonylamino)ethyl)phenoxy) hexyloxy)ethoxy)acetate C(C)(C)(C)OC(=O)N[C@@H](C)C=1C=C(OCCCCCCOCCOCC(=O)OCC)C=CC1